FC=1C=C(C=CC1F)[C@H]1[C@@H](C1)NC=1C2=C(N=C(N1)SCCC)N(N=N2)[C@@H]2C[C@@H](OC2)CO ((2R,4R)-4-(7-(((1R,2S)-2-(3,4-difluorophenyl)cyclopropyl)amino)-5-(propylthio)-3H-[1,2,3]triazolo[4,5-d]pyrimidin-3-yl)tetrahydrofuran-2-yl)methanol